2-((8-amino-7-fluoro-6-(7-methyl-2,2-dioxido-1,3-dihydroisothiazolo[4,3-b]pyridin-6-yl)isoquinolin-3-yl)amino)-5,6-dihydro-4H-pyrazolo[1,5-d][1,4]diazepin-7(8H)-one NC=1C(=C(C=C2C=C(N=CC12)NC1=NN2CC(NCCC2=C1)=O)C=1C(=C2C(=NC1)CS(N2)(=O)=O)C)F